The molecule is a glutamine derivative with an acetyl group bound at the alpha-amino group. It has a role as a human urinary metabolite. It is a N-acetyl-amino acid and a N(2)-acylglutamine. CC(=O)NC(CCC(=O)N)C(=O)O